C(C)(C)(C)OC(=O)N(C1=CC=C(C=C1)[C@@H]1N(CCC[C@@H]1C(=O)N[C@@H](CO)C(=O)N[C@@H](CC1=CNC2=CC=CC=C12)C(=O)N[C@@H](CC(N)=O)C(=O)N[C@@H](CCSC)C(=O)OCC1=CC=CC=C1)C(C1=C(C=CC=C1C)F)=O)C1CCCC1 benzyl ((2R,3S)-2-(4-((tert-butoxycarbonyl)(cyclopentyl)amino)phenyl)-1-(2-fluoro-6-methylbenzoyl)piperidine-3-carbonyl)seryltryptophylasparaginylmethioninate